methyltri(dodecyl)ammonium chloride [Cl-].C[N+](CCCCCCCCCCCC)(CCCCCCCCCCCC)CCCCCCCCCCCC